ICCN(C)C (2-iodoethyl)dimethylamine